1-(1H-Benzimidazol-5-yl)-5-{4-[5-(trifluoromethyl)thiophen-3-yl]phenyl}imidazolidin-2-one N1C=NC2=C1C=CC(=C2)N2C(NCC2C2=CC=C(C=C2)C2=CSC(=C2)C(F)(F)F)=O